[Si](C)(C)(C(C)(C)C)O[C@@H]1C[C@H](N(C1)C(=O)OC(C)(C)C)C=O tert-butyl (2S,4R)-4-((tert-butyldimethylsilyl)oxy)-2-formylpyrrolidine-1-carboxylate